C(C)(C)(C)OC(=O)N1[C@H]2CC(C[C@@H]1CCC2)NC=2N=NC(=CC2)Cl (1R,3s,5S)-3-((6-Chloropyridazin-3-yl)amino)-9-azabicyclo[3.3.1]nonane-9-carboxylic acid tert-butyl ester